C(#N)C[C@@H](C1=CSC=C1)N[S@](=O)C(C)(C)C (R)-N-((S)-2-cyano-1-(thiophen-3-yl)ethyl)-2-methylpropane-2-sulfinamide